FC1([C@@H]([C@H](CCC1)N1CCN(CC1)C(C)C)NC(=O)N1CCC(CC1)(C)C1=NOC(=N1)[C@H]1[C@H](C1)F)F N-{(1R,6S)-2,2-difluoro-6-[4-(propan-2-yl)piperazin-1-yl]cyclohexyl}-4-{5-[(1S,2S)-2-fluorocyclopropyl]-1,2,4-oxadiazol-3-yl}-4-methylpiperidin-1-carboxamide